N[C@H](C)CNC1=CC=C(C=C1)CCCCCCCC (R)-2-amino-3-(4-octylphenylamino)propan